C1(CCCCC1)N1CCN(CC1)C1=CC=C(C=C1)C1=CC(=C(S1)C(=O)N1C[C@H](CC1)NC(OC(C)(C)C)=O)C tert-butyl (S)-(1-(5-(4-(4-cyclohexylpiperazin-1-yl)phenyl)-3-methylthiophene-2-carbonyl)pyrrolidin-3-yl)carbamate